C1(=CC=C(C=C1)C1=C(C(=O)[O-])C=CC(=C1)OC(=O)OCCCCOC(C=C)=O)C1=C(C(=O)OC)C=CC(=C1)OC(=O)OCCCCOC(C=C)=O methyl 1,4-phenylenebis(4-(((4-(acryloyloxy) butoxy) carbonyl) oxy) benzoate)